5-(Chloromethyl)-4-ethyl-2-methyl-1,3-thiazole ClCC1=C(N=C(S1)C)CC